ClC=1C=C(\C=C\2/CN(C\C(\C2=O)=C/C2=CC(=C(C(=C2)Cl)O)Cl)CC)C=C(C1O)Cl 3,5-bis((E)-3,5-dichloro-4-hydroxybenzylidene)-1-ETHYLPIPERIDIN-4-one